CN(CCS(=O)(=O)O)C.[K] potassium dimethyl-taurine